2-(4-(2-(6-(trifluoromethyl)imidazo[1,2-a]pyrazin-3-yl)pyrimidin-4-yl)-1,4-diazepan-1-yl)acetamide FC(C=1N=CC=2N(C1)C(=CN2)C2=NC=CC(=N2)N2CCN(CCC2)CC(=O)N)(F)F